2-[(2S)-4-[8-fluoro-2-[[(2S,4R)-4-methoxy-1-methyl-pyrrolidin-2-yl]methoxy]-7-(8-methyl-1-naphthyl)pyrido[4,3-d]pyrimidin-4-yl]piperazin-2-yl]acetonitrile FC1=C(N=CC2=C1N=C(N=C2N2C[C@@H](NCC2)CC#N)OC[C@H]2N(C[C@@H](C2)OC)C)C2=CC=CC1=CC=CC(=C21)C